COC1=CC=CC(=C1)NC(=S)N N-(3-methoxyphenyl)thiourea